tert-butyl 4-(6-((diphenylmethylene)amino)-4-methoxypyridin-3-yl)piperazine-1-carboxylate C1(=CC=CC=C1)C(C1=CC=CC=C1)=NC1=CC(=C(C=N1)N1CCN(CC1)C(=O)OC(C)(C)C)OC